1-(2-hydroxy-4-methoxy-6-methylphenyl)ethanone methyl-(S)-3,3-dimethyl-2-((5-methyl-1,3,4-oxadiazol-2-yl)amino)butanoate COC([C@H](C(C)(C)C)NC=1OC(=NN1)C)=O.OC1=C(C(=CC(=C1)OC)C)C(C)=O